N(=[N+]=[N-])CCOCCOCCOCCOCCOC1=CC=C(C2=CC=CC=C12)C1=CC=C(C=C1)[C@H](CC(=O)O)NC([C@H]([C@@H](C)O)NC(CCCNC1=NC=CC(=C1)C)=O)=O (S)-3-(4-(4-((14-azido-3,6,9,12-tetraoxatetradecyl)oxy)naphthalen-1-yl)phenyl)-3-((2S,3R)-3-hydroxy-2-(4-((4-methylpyridin-2-yl)amino)butanamido)butanamido)propanoic acid